C(C)C=1C(=NC=CC1)C1=NC=CC=C1OC 3-ethyl-3'-methoxy-2,2'-bipyridine